2-(4-((tert-butoxycarbonyl)amino)cyclohex-1-en-1-yl)ethyl 4-methylbenzenesulfonate CC1=CC=C(C=C1)S(=O)(=O)OCCC1=CCC(CC1)NC(=O)OC(C)(C)C